N[C@@H](CCC(=O)[O-])C(=O)[O-].N[C@@H](CCC(=O)[O-])C(=O)[O-].[Cu+4] copper bisglutamate